3-(4-fluoro-2-methoxy-phenoxy)-6-methyl-N-(3-methylsulfanylphenyl)pyridazine-4-carboxamide FC1=CC(=C(OC=2N=NC(=CC2C(=O)NC2=CC(=CC=C2)SC)C)C=C1)OC